CC(C(=O)OC(CCCCCCC=O)CC)(C)C 8-(trimethylacetyloxy)decanal